2-(3-(1-acetylpiperidin-4-yl)-5'-fluoro-1'-methyl-1H,1'H-[4,6'-biindazol]-1-yl)-N-(2-(2-methoxyethoxy)ethyl)acetamide C(C)(=O)N1CCC(CC1)C1=NN(C=2C=CC=C(C12)C1=C(C=C2C=NN(C2=C1)C)F)CC(=O)NCCOCCOC